CC=1C=C(C2=C(N=C(S2)N)C1)C 5,7-dimethylbenzo[d]thiazol-2-amine